2-(2,4,5-trifluorophenyl)acetic acid FC1=C(C=C(C(=C1)F)F)CC(=O)O